C(C1=CC=CC=C1)N1C2=NC=NC(=C2N=C1C1=C(C=C(OCCN2CCN(CC2)C(C)=O)C=C1)C)OC(C)C 1-(4-(2-(4-(9-benzyl-6-isopropoxy-9H-purin-8-yl)-3-methylphenoxy)ethyl)piperazin-1-yl)ethan-1-one